N1=C(N=CC=C1)/N=N/C(=O)C1=C(C=C(C=C1)/C(=C/C(C(F)(F)F)C1=CC(=C(C(=C1)Cl)Cl)Cl)/F)C(F)(F)F ((E)-pyrimidin-2-yldiazenyl)(4-((Z)-1,4,4,4-tetrafluoro-3-(3,4,5-trichlorophenyl)but-1-en-1-yl)-2-(trifluoromethyl)phenyl)methanone